CC=1N(C=CN1)C1=CC=C(C=C1)N1C(=NC=C1)C 1,4-bis(2-methyl-1H-imidazol-1-yl)benzene